CC(C(=O)C=1SC=C(C1)C)(C)N1CCOCC1 2-methyl-2-morpholino(4-Methylthiophenyl)propan-1-one